C(CCCCCCC)#N octanonitrile